C(C)(C)(C)OC(=O)N1C[C@@H]2COC3=C(CN2CC1)C=C(C(=C3F)C3=C(C=CC=C3C)OC)F (12aR)-8,10-difluoro-9-(2-methoxy-6-methylphenyl)-3,4,12,12a-tetrahydro-6H-pyrazino[2,1-c][1,4]benzooxazepine-2(1H)-carboxylic acid tert-butyl ester